N-(3-(5-chloro-1H-indol-3-yl)propyl)-4-((1-(piperazin-1-ylmethyl)cyclopropyl)methoxy)benzenesulfonamide ClC=1C=C2C(=CNC2=CC1)CCCNS(=O)(=O)C1=CC=C(C=C1)OCC1(CC1)CN1CCNCC1